2-[2-(4-acetyl-phenyl)-benzimidazol-1-yl]-4-methyl-pentanoic acid C(C)(=O)C1=CC=C(C=C1)C1=NC2=C(N1C(C(=O)O)CC(C)C)C=CC=C2